C(C)(C)C1=C(NC2=CC=C(C=C12)C1CCN(CC1)CC1=NN(C=N1)C)C=1C=CC=2N(C1C)C=NN2 6-(3-isopropyl-5-(1-((1-methyl-1H-1,2,4-triazol-3-yl)methyl)piperidin-4-yl)-1H-indol-2-yl)-5-methyl-[1,2,4]triazolo[4,3-a]pyridine